4-bromo-N-(piperidin-4-yl)-N-propylbenzenesulfonamide BrC1=CC=C(C=C1)S(=O)(=O)N(CCC)C1CCNCC1